FC=1C(=C(OC2=NC3=CC=CC=C3C=C2C=2NC3=CC=CC=C3C(C2)=O)C=CC1F)C 2-[2-(3,4-difluoro-2-methyl-phenoxy)-3-quinolinyl]-1H-quinolin-4-one